N-((S)-(3-chloro-2,4-difluorophenyl)(5-chloro-6-(trifluoromethyl)pyridin-2-yl)methyl)-3-oxopiperazine-1-carboxamide ClC=1C(=C(C=CC1F)[C@H](NC(=O)N1CC(NCC1)=O)C1=NC(=C(C=C1)Cl)C(F)(F)F)F